isooctyl 3,5-di-t-butyl-4-hydroxyphenylpropionate C(C)(C)(C)C=1C=C(C=C(C1O)C(C)(C)C)C(C(=O)OCCCCCC(C)C)C